C(CCC)C1=CC=C(C=C1)NC=1S/C(/C(N1)=O)=C/C1=CNC2=CC=CC=C12 (5E)-2-[(4-butylphenyl)amino]-5-(1H-indol-3-ylmethylene)-1,3-thiazol-4(5H)-one